(R)-2-((4-(2-(4-chloro-2-fluorophenyl)-2-methylbenzo[d][1,3]dioxol-4-yl)piperidin-1-yl)methyl)-3-(2-methoxyethyl)-5-(5-(trifluoromethyl)-4H-1,2,4-triazol-3-yl)pyridine ClC1=CC(=C(C=C1)[C@]1(OC2=C(O1)C=CC=C2C2CCN(CC2)CC2=NC=C(C=C2CCOC)C2=NN=C(N2)C(F)(F)F)C)F